C1N(CCC12NCCCC2)C2=C1C(=NC=C2)N(C=C1C=1SC(=CN1)C)COCC[Si](C)(C)C 2-[[4-(2,6-diazaspiro[4.5]decan-2-yl)-3-(5-methylthiazol-2-yl)pyrrolo[2,3-b]pyridin-1-yl]methoxy]ethyl-trimethyl-silane